CN(C1CCC(CC1)NC1=NC=C(C(=N1)C1=CN=C2N1C=C(C=C2)NC=2C=NC=NC2)C)C N1,N1-dimethyl-N4-(5-Methyl-4-(6-(pyrimidin-5-ylamino)imidazo[1,2-a]pyridin-3-yl)pyrimidin-2-yl)cyclohexan-1,4-diamin